(3S,4S) or (3R,4R)-4-(4-(7-chloro-3-((1-(2,2-difluorocyclopropyl)-5-methyl-1H-pyrazol-4-yl)amino)isoquinolin-6-yl)piperazin-1-yl)-4-methyltetrahydrofuran-3-ol ClC1=C(C=C2C=C(N=CC2=C1)NC=1C=NN(C1C)C1C(C1)(F)F)N1CCN(CC1)[C@@]1([C@@H](COC1)O)C |o1:29,30|